C(#N)C1=C(C=C(C=C1)N1N=C(C=C1)CNC(=O)C1=NC=C(C=C1)F)C(F)(F)F N-((1-(4-cyano-3-trifluoromethylphenyl)-1H-pyrazol-3-yl)methyl)-5-fluoropyridineamide